ClC1=C(C=CC=C1Cl)N1CCN(CC1)CCCCOC1=CC=C2CCC(NC2=C1)=O 7-[4-[4-(2,3-dichlorophenyl)-1-piperazinyl]butoxy]-3,4-dihydro-quinolinone